N8,N8-dimethyl-N4-[(2S)-1-(4-{[5-(3-methyl-1,2-oxazol-5-yl)thiophen-2-yl]sulfonyl}piperazin-1-yl)propan-2-yl]quinazoline-4,8-diamine CN(C=1C=CC=C2C(=NC=NC12)N[C@H](CN1CCN(CC1)S(=O)(=O)C=1SC(=CC1)C1=CC(=NO1)C)C)C